N=1ON=C2C1C=CC=C2 2,1,3-benzooxadiazole